C(C)O[Si](CCC1CCC(CC1)C(F)(F)F)(OCC)OCC tri-ethoxy(2-(4-(trifluoromethyl)cyclohexyl)ethyl)silane